ethyl (Z)-4-ethoxy-2-oxo-pent-3-enoate C(C)O\C(=C/C(C(=O)OCC)=O)\C